C(C)C=1C=C(C(=NC1N1CCC(CC1)N1CCN(CC1)C)OC)NC=1N=C(C2=C(N1)NC=C2)NC=2C(=C1N=CC=NC1=CC2)P(C)(C)=O (6-((2-((5-ethyl-2-methoxy-6-(4-(4-methylpiperazin-1-yl)piperidin-1-yl)pyridin-3-yl)amino)-7H-pyrrolo[2,3-d]pyrimidin-4-yl)amino)quinoxalin-5-yl)dimethylphosphine oxide